C1(CC1)C(CC(=O)C1=CC=C(C=C1)F)=O 1-cyclopropyl-3-(4-fluorophenyl)propane-1,3-dione